C(C)(C)(C)OC1=NC=C(C(=N1)OC(C)(C)C)C=1C=C(C=2N(N1)C=CN2)N(CC2=CC=C(C=C2)OC)CC(F)F 6-(2,4-di-tert-butoxypyrimidin-5-yl)-N-(2,2-difluoroethyl)-N-(4-methoxybenzyl)imidazo[1,2-b]pyridazin-8-amine